COC=1C=C(C=C(C1)N1C(C=CC1=O)=O)N1C(C=CC1=O)=O N,N'-5-methoxy-1,3-phenylenebismaleimide